4-(6-((1-(4-(Difluoromethyl)phenyl)-4-methyl-1H-1,2,3-triazol-5-yl)methoxy)pyridazine-3-yl)-1-(3-methoxypropyl)piperazin-2-one FC(C1=CC=C(C=C1)N1N=NC(=C1COC1=CC=C(N=N1)N1CC(N(CC1)CCCOC)=O)C)F